1-(diethoxymethyl)-1H-imidazole C(C)OC(N1C=NC=C1)OCC